ClC1=C(C=CC=C1)C1=CC(=C(C=C1)N1C(C(CC1)OC1=NC2=CC=CC=C2C=C1)=O)C(=O)N 2'-chloro-4-(2-oxo-3-(quinolin-2-yloxy)pyrrolidin-1-yl)biphenyl-3-carboxamide